(3r,7s)-7-(((tert-butyldiphenylsilyl)oxy)methyl)-2-(3,4-dichlorobenzoyl)-3-methyl-1,2,3,4,8,9-hexahydropyrido[4',3':3,4]Pyrazolo[1,5-a]Pyrazin [Si](C1=CC=CC=C1)(C1=CC=CC=C1)(C(C)(C)C)OC[C@@H]1CNC=C2N1NC1=C2CN([C@@H](C1)C)C(C1=CC(=C(C=C1)Cl)Cl)=O